tert-butyl (2S,4S)-2-(methoxy(methyl)carbamoyl)-4-methylpyrrolidine-1-carboxylate CON(C(=O)[C@H]1N(C[C@H](C1)C)C(=O)OC(C)(C)C)C